FC=1C=C2C=CC=3N=C(SC3C2=CC1)NC(=O)[C@@H]1CN(CC1)C(=O)OC(C)(C)C Tert-butyl (S)-3-((7-fluoronaphtho[2,1-d]thiazol-2-yl)carbamoyl)pyrrolidine-1-carboxylate